(3S,4R)-4-(4-(2,7-diazaspiro[3.5]nonane-2-yl)phenyl)-3-phenylchroman-7-ol C1N(CC12CCNCC2)C2=CC=C(C=C2)[C@H]2[C@H](COC1=CC(=CC=C21)O)C2=CC=CC=C2